tert-butyl ((6-(4-fluorophenyl)-4-(4,4,5,5-tetramethyl-1,3,2-dioxaborolan-2-yl)pyridin-3-yl)methyl)carbamate FC1=CC=C(C=C1)C1=CC(=C(C=N1)CNC(OC(C)(C)C)=O)B1OC(C(O1)(C)C)(C)C